4-(2,6-Dihydroxy-4-propylphenyl)-1-ethyl-5-(trifluoromethyl)indolin-2-one OC1=C(C(=CC(=C1)CCC)O)C1=C2CC(N(C2=CC=C1C(F)(F)F)CC)=O